O1COC2=C1C=CC(=C2)N(C(=O)C=2C=C(C=CC2)N2N=C(C=C2C)C)C 1-[3-[1,3-benzodioxol-5-yl(methyl)carbamoyl]phenyl]-3,5-dimethyl-pyrazole